2,2-dihydroxymethyl-n-butyraldehyde OCC(C=O)(CC)CO